FC=1C=C(C=CC1F)[C@H]1[C@@H](C1)NC=1C2=C(N=C(N1)SCCC)N(N=N2)[C@H]2[C@@H]([C@@H]([C@H](C2)OCCO)O)O (1S,2S,3R,5S)-3-[7-[(1R,2S)-2-(3,4-Difluorophenyl)cyclopropylamino]-5-(propylthio)-3H-[1,2,3]triazolo[4,5-d]pyrimidin-3-yl]-5-(2-hydroxyethoxy)cyclopentane-1,2-diol